C1(CC1)S(=O)(=O)N1CC(C1)N1N=CN=N1 2-(1-(cyclopropylsulfonyl)azetidin-3-yl)-2H-tetrazol